4,6-di-tert-butyl-3-methylphenol C(C)(C)(C)C1=C(C=C(C(=C1)C(C)(C)C)O)C